C(CC)C1(C=CC=C1)[Zr]C=1C(C=2CCCCC2C1C)C (propylcyclopentadienyl)(1,3-dimethyl-4,5,6,7-tetrahydroindenyl)zirconium